7-(1-(4-amino-3-iodo-1H-pyrazolo[3,4-d]pyrimidin-1-yl)ethyl)-6-(3-fluorophenyl)-3-methyl-5H-thiazolo[3,2-a]pyridin-5-one NC1=C2C(=NC=N1)N(N=C2I)C(C)C=2C=C1N(C(C2C2=CC(=CC=C2)F)=O)C(=CS1)C